CC(C)[C@@H]1CCC(=C)C=C1 P-menthadiene